3-difluoromethyl-1-methyl-1H-pyrazole-4-carboxylic acid [2-(2,6-dichloro-3,4,5-trifluorophenyl)-1-methyl-ethyl]-methoxy-amide ClC1=C(C(=C(C(=C1F)F)F)Cl)CC(C)N(C(=O)C=1C(=NN(C1)C)C(F)F)OC